N-[[5-[5-(3,5-dichlorophenyl)-4,5-dihydro-5-(trifluoromethyl)-3-isoxazolyl]-2-oxo-2H-1-benzopyran-8-yl]methyl]acetamide ClC=1C=C(C=C(C1)Cl)C1(CC(=NO1)C1=CC=C(C2=C1C=CC(O2)=O)CNC(C)=O)C(F)(F)F